CN1CCN(CC1)C1=C(C=C(C=C1)[N+](=O)[O-])OCCOC1OCCCC1 1-methyl-4-(4-nitro-2-(2-((tetrahydro-2H-pyran-2-yl)oxy)ethoxy)phenyl)piperazine